ClC1=NC(=CC(=C1)C1=C(C=C(C#N)C=C1)C1=NN=CN1C)OCC 4-(2-chloro-6-ethoxypyridin-4-yl)-3-(4-methyl-1,2,4-triazol-3-yl)benzonitrile